OCCNS(=O)(=O)C1=CC(=CC=C1)B(O)O N-(2-HYDROXYETHYL)3-BORONOBENZENESULFONAMIDE